FC1(CC=C(CC1)B1OC(C(O1)(C)C)(C)C)F 2-(4,4-difluorocyclohex-1-en-1-yl)-4,4,5,5-tetramethyl-1,3,2-dioxaborolane